N1=NC(CCCCCCCC(CCCC1)C(=O)[O-])C(=O)OC(C)(C)C 3-tert-butyl diazacyclopentadecene-3,11-dicarboxylate